CN1C(C(=C(C2=CC=CC=C12)N1CC[C@@H](CCC1)C1=CC=C(C=C1)C(C)C)C#N)=O 1-methyl-2-oxo-4-{(4R)-4-[4-(propan-2-yl)phenyl]azepan-1-yl}-1,2-dihydroquinoline-3-carbonitrile